O8-[2-[5-(dimethylamino)pentanoyloxymethyl]-3-[8-[(Z)-non-3-enoxy]-8-oxo-octanoyl]oxy-2-[[8-[(Z)-non-3-enoxy]-8-oxo-octanoyl]oxymethyl]propyl] O1-[(Z)-non-3-enyl] octanedioate C(CCCCCCC(=O)OCC(COC(CCCCCCC(=O)OCC\C=C/CCCCC)=O)(COC(CCCCCCC(=O)OCC\C=C/CCCCC)=O)COC(CCCCN(C)C)=O)(=O)OCC\C=C/CCCCC